C(C)[C@@H]1C(OCC=2C(N3CC=4C(=NC=5C=CC=CC5C4CCN(S(=O)(=O)C)C(C)C)C3=CC21)=O)=O (S)-4-ethyl-11-(2-(N-isopropylmethanesulfonamido)ethyl)-3,14-dioxo-3,4,12,14-tetrahydro-1H-pyrano[3',4':6,7]indolizino[1,2-b]quinolin